N1=C(C=CC=C1)C(=O)O pyridincarboxylic acid